diammonium iodide [I-].[NH4+].[NH4+].[I-]